BrC=1SN=C2C1C=C(C=C2C(F)(F)F)C(F)(F)F bromo-5,7-bis(trifluoromethyl)-2,1-benzothiazole